(5S)-6-{4-[(dimethylamino)methyl]-3-(trifluoromethyl)phenyl}-5-methyl-4,5-dihydro-1,2,4-triazin-3(2H)-one CN(C)CC1=C(C=C(C=C1)C=1[C@@H](NC(NN1)=O)C)C(F)(F)F